(R)-2-methyl-3,4-dihydro-2H-[1,4]dioxepino[2,3-b]pyridine C[C@H]1OC=2C(=NC=CC2)OCC1